N[C@H]1CC[C@H](CC1)C(=O)O (cis)-4-aminocyclohexane-1-carboxylic acid